Tetramethyl-disiloxane C[SiH2]O[Si](C)(C)C